CN(C1=CC=C(N=N1)C1=C(C=C2C=CN=CC2=C1)O)C1CC(NC(C1)(C)C)(C)C 7-(6-(methyl-(2,2,6,6-tetramethylpiperidin-4-yl)amino)pyridazin-3-yl)isoquinolin-6-ol